4-(2,3-bis(benzyloxy)phenyl)-1,4,5,6-tetrahydro-1,2,4-triazine C(C1=CC=CC=C1)OC1=C(C=CC=C1OCC1=CC=CC=C1)N1C=NNCC1